FC1=CC=C(C=C1)C1=CC(=C(C=C1)NC(OC(C)(C)C)=O)NC(=O)C=1SC2=C(C1)C=C(C=C2)S2(NCCC2)=O tert-butyl N-[4-(4-fluorophenyl)-2-[[5-(1-oxo-4,5-dihydro-3H-isothiazol-1-yl)benzothiophene-2-carbonyl]amino]phenyl]carbamate